CC1C(C(=C(C1)O)C)(C)C tetramethyl-cyclopentenol